[Ni].[Na].[Ga] gallium-sodium-nickel